C1(=CC=CC=C1)C1=C(C(=NN=N1)C1=C(C=CC=C1)C=1C(=CC=CC1)C1=CC=CC=C1)C1=C(C(=CC=2C3=CC=CC=C3CC12)C)C [phenyl(dimethylfluorenyl)triazineyl]terbenzene